(2',4'-difluoro-5-(5-(2-morpholinoethoxy)pyrazolo[1,5-a]pyridin-3-yl)-[1,1'-biphenyl]-3-yl)cyclopropanesulfonamide FC1=C(C=CC(=C1)F)C1=CC(=CC(=C1)C=1C=NN2C1C=C(C=C2)OCCN2CCOCC2)C2(CC2)S(=O)(=O)N